ClC=1C=CC2=C(CC(CC=3N2C(=NN3)C3CCC(CC3)(F)F)NC(C)C)C1 8-chloro-1-(4,4-difluorocyclohexyl)-N-(propan-2-yl)-5,6-dihydro-4H-[1,2,4]triazolo[4,3-a][1]benzazepin-5-amine